5-((1,4-dioxan-2-yl)methyl)-3-bromo-9,10-difluoro-5,6-dihydrobenzo[4,5]imidazo[2,1-a]isoquinoline-5-carboxylate O1C(COCC1)CC1(CN2C(C=3C=CC(=CC13)Br)=NC1=C2C=C(C(=C1)F)F)C(=O)[O-]